CSC1=C(OC2=C(C=C(C=C2)C2=NOC(=N2)CN2C(NC3(C2=O)CCN(CC3)C(=O)OC(C)(C)C)=O)C(F)(F)F)C=CC=C1 tert-butyl 3-((3-(4-(2-(methylthio)phenoxy)-3-(trifluoromethyl)phenyl)-1,2,4-oxadiazol-5-yl)methyl)-2,4-dioxo-1,3,8-triazaspiro[4.5]decane-8-carboxylate